C(C)(C)(C)N(C(O)=O)CC1=NC=CC(=C1)C1CC(C1)C1=NC(=CC=C1)N1C[C@@H](O[C@@H](C1)C)C.ClC=1C=CC(=C(C(=O)NC2=CC(=CC=C2)C#N)C1)OC1=C(C=C(C=C1)F)C 5-chloro-N-(3-cyanophenyl)-2-(4-fluoro-2-methylphenoxy)benzamide tert-butyl-((4-((1R,3r)-3-(6-((2S,6R)-2,6-dimethylmorpholino)pyridin-2-yl)cyclobutyl)pyridin-2-yl)methyl)carbamate